FC1(CNC1)COC(=O)N1CCC(CC1)NC1=CC(=NC=2N1N=CC2C(C)C)C2CC2 4-((5-cyclopropyl-3-isopropylpyrazolo[1,5-a]pyrimidin-7-yl)amino)piperidine-1-carboxylic acid (3-fluoroazetidin-3-yl)methyl ester